4-bromo-5-chloro-2-iodophenol BrC1=CC(=C(C=C1Cl)O)I